[N+](=O)([O-])C1=C(C=C(C(=O)Cl)C=C1)C(F)(F)F 4-nitro-3-(trifluoromethyl)benzoyl chloride